ClC1=CNC2=C(C=CC(=C12)C=1N(N=C2C1CN(CC2)C2=NC=C(C=C2F)C(F)(F)F)C2=C(C=CC=C2C)C)F 3-(3-chloro-7-fluoro-1H-indol-4-yl)-2-(2,6-dimethylphenyl)-5-(3-fluoro-5-(trifluoromethyl)pyridin-2-yl)-4,5,6,7-tetrahydro-2H-pyrazolo[4,3-c]pyridine